N-(3-bromophenyl)-2-(4-(furan-2-carbonyl)piperazin-1-yl)acetamide BrC=1C=C(C=CC1)NC(CN1CCN(CC1)C(=O)C=1OC=CC1)=O